CSCC=1C=C2C(=CNC2=CC1)CCNC(C)=O N-[2-(5-Methylthiomethyl-1H-indol-3-yl)ethyl]acetamide